N-(N-benzoyl-L-phenylalanyl)-phenylalanine C(C1=CC=CC=C1)(=O)N[C@@H](CC1=CC=CC=C1)C(=O)N[C@@H](CC1=CC=CC=C1)C(=O)O